O1CCN(CC1)CC=1C=CC(=NC1)N1N=CC(=C1)C1=NC=2C(=NC=CC2)N1 (1-(5-(morpholinomethyl)pyridin-2-yl)-1H-pyrazol-4-yl)-3H-imidazo[4,5-b]pyridine